(3R)-7-((2S,5R)-4-acryloyl-2,5-dimethylpiperazin-1-yl)-9-chloro-10-(2,4-difluorophenyl)-3-((1-(oxetan-3-yl)piperidin-4-yl)methyl)-2,3-dihydro-5H-[1,4]oxazino[2,3,4-ij]quinazolin-5-one C(C=C)(=O)N1C[C@@H](N(C[C@H]1C)C1=NC(N2C3=C(C(=C(C=C13)Cl)C1=C(C=C(C=C1)F)F)OC[C@H]2CC2CCN(CC2)C2COC2)=O)C